N=1NN=NC1C1=CC=C(C=C1)NC([C@H](CC)N1C(C=C(C(=C1)OC)C1=C(C=CC(=C1)Cl)C(C)=O)=O)=O (S)-N-(4-(2H-tetrazol-5-yl)phenyl)-2-(4-(2-acetyl-5-chlorophenyl)-5-methoxy-2-oxopyridin-1(2H)-yl)butanamide